[N+](=O)([O-])C=1C=C2C(=NC1N1CCCCC1)N=C(S2)N2CCCCC2 6-nitro-2,5-di(piperidin-1-yl)thiazolo[4,5-b]pyridine